ClC(C=1OC(=NN1)C=1OC=CC1)(Cl)Cl 2-trichloromethyl-5-furanyl-1,3,4-oxadiazole